N,N'-Bis-(3,5-di-tert-butyl-4-hydroxy-phenylpropionyl)-trimethylenediamine C(C)(C)(C)C=1C=C(C=C(C1O)C(C)(C)C)CCC(=O)NCCCNC(CCC1=CC(=C(C(=C1)C(C)(C)C)O)C(C)(C)C)=O